3-bromo-5-isopropoxy-1-((2-(trimethylsilyl)ethoxy)methyl)-1H-indazole BrC1=NN(C2=CC=C(C=C12)OC(C)C)COCC[Si](C)(C)C